C=CC=C Butandien